Tert-butyl-3-[[(S)-2-methylpropane-2-sulfinyl]amino]-3H-spiro[furo[2,3-b]pyridine-2,4'-piperidine]-1'-carboxylate C(C)(C)(C)OC(=O)N1CCC2(CC1)C(C=1C(=NC=CC1)O2)N[S@@](=O)C(C)(C)C